NC(CC(=O)O)C(NC(C(=O)OC)COC(C1=CC=CC=C1)=O)=O 3-amino-3-{[3-(benzoyloxy)-1-methoxy-1-oxoprop-2-yl]carbamoyl}propanoic acid